(Z)-Ethyl (((2-oxopropyl)thio)(phenylamino)methylene)carbamate O=C(CS\C(\NC1=CC=CC=C1)=N/C(OCC)=O)C